C(C=C)(=O)N1CCN(CC1)CCCN1C(C(=CC2=C1N=C(N=C2)N(C)C)C2=C(C(=CC(=C2Cl)OC)OC)Cl)=O 8-(3-(4-acryloylpiperazin-1-yl)propyl)-6-(2,6-dichloro-3,5-dimethoxyphenyl)-2-(dimethylamino)pyrido[2,3-d]pyrimidin-7(8H)-one